4-((4-fluoro-3,5-dimethylphenyl)amino)-4-oxobutyl methanesulfonate CS(=O)(=O)OCCCC(=O)NC1=CC(=C(C(=C1)C)F)C